5-(5-(imidazo[1,2-a]pyridin-7-ylmethoxy)-2-azaspiro[3.3]heptan-2-yl)isoquinolin N=1C=CN2C1C=C(C=C2)COC2C1(CN(C1)C1=C3C=CN=CC3=CC=C1)CC2